N,N-dimethyltriacont-21,24-dien-9-amine CN(C(CCCCCCCC)CCCCCCCCCCCC=CCC=CCCCCC)C